5-amino-1-(3,5-dichloro-4-(4-chlorobenzoyl)benzyl)-1H-1,2,3-triazole-4-carboxamide NC1=C(N=NN1CC1=CC(=C(C(=C1)Cl)C(C1=CC=C(C=C1)Cl)=O)Cl)C(=O)N